BrC1=C(C(=CC(=C1)F)C(NC)=O)NC(=O)C1(CCOCC1)C N-[2-bromo-4-fluoro-6-(methylcarbamoyl)phenyl]-4-methyl-tetrahydropyran-4-carboxamide